2'-C-methyl-4-aza-7,9-dideazaadenosine C[C@@]1([C@@H](O[C@@H]([C@H]1O)CO)C1=CC=C2C(N)=NC=NN12)O